3-((3-(1H-Pyrrol-1-yl)propyl)dimethylammonio)-propanoate N1(C=CC=C1)CCC[N+](CCC(=O)[O-])(C)C